C(C)OC(=O)C=1N=C2N(C(=NC=C2N2C=NC(=C2)C)NCC2=C(C=CC3=C2CCO3)F)C1 5-(((5-fluoro-2,3-dihydrobenzofuran-4-yl)methyl)amino)-8-(4-methyl-1H-imidazol-1-yl)imidazo[1,2-c]pyrimidine-2-carboxylic acid ethyl ester